(3R*,4R*)-1-Cyclopropylmethyl-4-{[5-(4-fluoro-phenyl)-isoxazole-3-carbonyl]-amino}-piperidine-3-carboxylic acid (1-pyridin-2-yl-cyclopropyl)-amide N1=C(C=CC=C1)C1(CC1)NC(=O)[C@@H]1CN(CC[C@H]1NC(=O)C1=NOC(=C1)C1=CC=C(C=C1)F)CC1CC1 |o1:12,17|